CC1(CCN(CC1)C=1C=C(C=CC1[N+](=O)[O-])N1CCOCC1)C 4-(3-(4,4-Dimethylpiperidin-1-yl)-4-nitrophenyl)morpholine